FC(OC1=NC=CC2=C1C[C@@H]1CC[C@H]2N1)F (5R,8S)-1-(Difluoromethoxy)-6,7,8,9-tetrahydro-5H-5,8-epiminocyclohepta[c]pyridine